C1(CC1)C1=C(C(=NO1)C1=C(C=CC=C1Cl)Cl)CO[C@H]1[C@@H]2CN([C@H](C1)C2)C2=C(C=C(C=N2)C(=O)OC)F methyl 6-[(1s,4s,5r)-5-[[5-cyclopropyl-3-(2,6-dichlorophenyl)-1,2-oxazol-4-yl] methoxy]-2-azabicyclo[2.2.1]heptan-2-yl]-5-fluoropyridine-3-carboxylate